BrC1=CC=C(CC(CC(=O)NC=2C=CC=C3C=CC=NC23)C[Si](C2=CC=CC=C2)(C)C)C=C1 3-(4-Bromobenzyl)-4-[dimethyl(phenyl)silyl]-N-(quinolin-8-yl)butanamide